BrC=1C=C2CN(C(C2=CC1)=O)C1C(N(C(CC1)=O)CC1=C(C=C(C=C1)OC)OC)=O 3-(5-bromo-1-oxoisoindolin-2-yl)-1-(2,4-dimethoxybenzyl)piperidine-2,6-dione